NCC(=O)N1CCN(CC1)C 2-amino-1-(4-methylpiperazin-1-yl)ethan-1-one